2-(2,3,4,7-tetrahydro-1H-pyrrolo[3',2':5,6]pyrido[2,3-b][1,4]oxazepin-1-yl)benzoic acid N1(C2=C(OCCC1)N=C1C(=C2)C=CN1)C1=C(C(=O)O)C=CC=C1